6-(5-fluoro-4-methyl-6-((triisopropylsilyl)ethynyl)pyridin-3-yl)-4,7-dimethyl-5-(5-((4-methylpyrimidin-2-yl)oxy)pyridin-2-yl)-7H-pyrrolo[2,3-d]pyrimidine FC=1C(=C(C=NC1C#C[Si](C(C)C)(C(C)C)C(C)C)C1=C(C2=C(N=CN=C2C)N1C)C1=NC=C(C=C1)OC1=NC=CC(=N1)C)C